BrC1=C(C=CC=2N(C(N(C21)C)=O)C2C(N(C(CC2)=O)CC2=CC=C(C=C2)OC)=O)C 3-(4-bromo-3,5-dimethyl-2-oxo-benzimidazol-1-yl)-1-[(4-methoxyphenyl)methyl]piperidine-2,6-dione